Methyl-(2S)-2-[4-chloro-2-(5-cyclopropyl-4-butoxy-4,5-dihydroisoxazol-3-yl)phenoxy]propanoat COC([C@H](C)OC1=C(C=C(C=C1)Cl)C1=NOC(C1OCCCC)C1CC1)=O